1-(2-Methyl-2H-indazol-5-yl)dihydropyrimidine-2,4(1H,3H)-dione CN1N=C2C=CC(=CC2=C1)N1C(NC(CC1)=O)=O